FC1=C(C=CC(=C1)OC[C@@H](C)N1CCOCC1)CC(=O)OC methyl 2-[2-fluoro-4-((2R)-2-morpholinopropoxy)phenyl]acetate